methyl 2-(3-bromo-2-fluorophenyl)-5-cyano-5-methylhexanoate BrC=1C(=C(C=CC1)C(C(=O)OC)CCC(C)(C)C#N)F